(6-amino-3-fluoropyridin-2-yl)-N2-(3,5-difluorophenyl)-N4-isopropyl-1,3,5-triazine-2,4-diamine NC1=CC=C(C(=N1)C1=NC(=NC(=N1)NC1=CC(=CC(=C1)F)F)NC(C)C)F